CC1(CC(C2=CC=CC=C12)C)C 2,3-dihydro-1,1,3-trimethyl-1H-inden